N-[1-(4-bromopyridin-2-yl)ethyl]formamide BrC1=CC(=NC=C1)C(C)NC=O